(2R,4R)-N-((S)-1-((imidazo[1,2-a]pyridin-7-ylmethyl)amino)-1-oxopropan-2-yl)-4-phenylpyrrolidine-2-carboxamide dihydrochloride Cl.Cl.N=1C=CN2C1C=C(C=C2)CNC([C@H](C)NC(=O)[C@@H]2NC[C@H](C2)C2=CC=CC=C2)=O